tert-butyl 2-methyl-3-(N-methylacrylamido)-7,8-dihydro-1,6-naphthyridine-6(5H)-carboxylate CC1=NC=2CCN(CC2C=C1N(C(C=C)=O)C)C(=O)OC(C)(C)C